2,4-dimethylglutaric acid, dimethyl ester CC(C(=O)OC)CC(C(=O)OC)C